C(CCC)N1C(CNCC12CCN(CC2)C(=O)OCC2=C(C=CC=C2)C=2N=C1C(=CN(C=C1)CC=1SC3=C(N1)C=CC(=C3)C)N2)=O (2-(5-((6-methylbenzo[d]thiazol-2-yl)methyl)-5H-imidazo[4,5-c]pyridin-2-yl)phenyl)methanol Butyl-2-oxo-1,4,9-triazaspiro[5.5]undecane-9-carboxylate